C1(CC1)S(=O)=N (cyclopropyl)(imino)-λ6-sulfanone